2-fluoro-3-[6-methyl-4-[(2S)-2-methylpiperazin-1-yl]-2-[[(2S)-1-methylpyrrolidin-2-yl]methoxy]-5,6,7,8-tetrahydroquinazolin-7-yl]-4-(trifluoromethyl)aniline FC1=C(N)C=CC(=C1C1C(CC=2C(=NC(=NC2C1)OC[C@H]1N(CCC1)C)N1[C@H](CNCC1)C)C)C(F)(F)F